2-acetyl-isoindol-1-one C(C)(=O)N1C(C2=CC=CC=C2C1)=O